CCCCCCCC[N+](C)(CCCCCCCC)CCCCCCCC.C(F)(F)(F)S(=O)(=O)[N-]S(=O)(=O)C(F)(F)F methyltri-n-octylammonium bis(trifluoromethanesulfonyl)imide